BrC1=CC=C(C=C1)C=C(C1=CC=CC=C1)C1=CC=CC=C1 2-(4-bromophenyl)-1,1-diphenylethylene